tert-Butyl N-[2-[3-[2-[3-[[1-[(4aR,8aS)-3-oxo-4,4a,5,7,8,8a-hexahydropyrido[4,3-b][1,4]oxazine-6-carbonyl]-4-piperidyl]-phenyl-methyl]phenoxy]ethylamino]-3-oxo-propoxy]ethyl]carbamate O=C1N[C@H]2[C@@H](OC1)CCN(C2)C(=O)N2CCC(CC2)C(C=2C=C(OCCNC(CCOCCNC(OC(C)(C)C)=O)=O)C=CC2)C2=CC=CC=C2